N2-[7-bromo-2-(4-methoxyphenyl)[1,2,4]triazolo[1,5-c]quinazolin-5-yl]-N-(2-hydroxy-2-methylpropyl)-D-alaninamide BrC1=CC=CC=2C=3N(C(=NC12)N[C@H](C)C(=O)NCC(C)(C)O)N=C(N3)C3=CC=C(C=C3)OC